3-(3-fluoro-4-(4-(tert-butyloxycarbonylamino)piperidin-1-yl)phenyl)-1H-1,2,4-triazole-3,5-diamine FC=1C=C(C=CC1N1CCC(CC1)NC(=O)OC(C)(C)C)C1(NNC(=N1)N)N